FC(OC[C@]12CNC[C@H](CC1)N2C(=O)OC(C)(C)C)(F)F tert-butyl (1R,5S)-1-[(trifluoromethoxy)methyl]-3,8-diazabicyclo[3.2.1]octane-8-carboxylate